ClCC(=O)N1C2=C(OCC1C)N=CC(=C2)CC2=CC=C(C=C2)F 2-chloro-1-(7-(4-fluorobenzyl)-2-methyl-2,3-dihydro-1H-pyrido[2,3-b][1,4]oxazin-1-yl)ethan-1-one